C1(CC1)C(=O)N1[C@H]([C@H]([C@H](C1)F)NS(=O)(=O)C1CC1)CC=1C(=C(C=CC1)C1=C(C=CC(=C1)F)F)F N-{(2S,3R,4S)-1-(cyclopropanecarbonyl)-4-fluoro-2-[(2,2',5'-trifluoro[1,1'-biphenyl]-3-yl)methyl]pyrrolidin-3-yl}cyclopropanesulfonamide